C(C)(C)(C)C(C(C#N)(C)N=NC(C#N)(CC)C)C t-butyl-2,2'-azobis(2-methylbutyronitrile)